ClC1=CC=C(OCC(=O)NC23CCC(CC2)(CC3)NC(COC3CC(C3)OC(F)(F)F)=O)C=C1 2-(4-chlorophenoxy)-N-[4-(2-{[(1s,3s)-3-(trifluoromethoxy)cyclobutyl]oxy}acetamido)bicyclo[2.2.2]octan-1-yl]acetamide